BrCC([C@H](C1CCC(CC1)C)NC(OCC1=CC=CC=C1)=O)=O Benzyl ((S)-3-bromo-1-((1R,4S)-4-methylcyclohexyl)-2-oxopropyl)carbamate